C1(CC1)N1C=C(C(C2=CC(=C(C(=C12)C#N)Cl)F)=O)C(=O)O 1-cyclopropyl-6-fluoro-7-chloro-8-cyano-1,4-dihydro-4-oxo-3-quinolinecarboxylic acid